N-allyloxycarbonyloxysuccinimide C(C=C)OC(=O)ON1C(CCC1=O)=O